C1(CCCCC1)NC1=NN2C(C(=N1)OC)=C(C=C2)C=2C=C(C=1N(C2)C(=CN1)C(=O)NC)F 6-(2-(cyclohexylamino)-4-methoxypyrrolo[2,1-f][1,2,4]triazin-5-yl)-8-fluoro-N-methylimidazo[1,2-a]pyridine-3-carboxamide